FC(C1=CC=C(C=C1)C(C(C)=O)=CC=CC=C)(F)F 3-(4-trifluoromethylphenyl)octa-3,5,7-trien-2-one